2-[2-[(4-nitro-2,1,3-benzoxadiazol-7-yl)amino]ethoxy]propionamide tert-butyl-[(1S)-1-{1-[5-(morpholin-4-yl)pyridin-2-yl]-1H-1,2,4-triazol-5-yl}ethyl]carbamate C(C)(C)(C)N(C(O)=O)[C@@H](C)C1=NC=NN1C1=NC=C(C=C1)N1CCOCC1.[N+](=O)([O-])C1=CC=C(C2=NON=C21)NCCOC(C(=O)N)C